(1-(2-([1,1'-biphenyl]-4-yl)acetyl)piperidin-4-yl)-1H-benzo[d]imidazol-2(3H)-one C1(=CC=C(C=C1)CC(=O)N1CCC(CC1)N1C(NC2=C1C=CC=C2)=O)C2=CC=CC=C2